C(C)[C@]1(OCC=2C=NC(=CC21)C(=O)N[C@@H]2C(N(C=1N(CC2)N=C(C1C)C)C)=O)C (R)-1-ethyl-1-methyl-N-((S)-2,3,4-trimethyl-5-oxo-5,6,7,8-tetrahydro-4H-pyrazolo[1,5-a][1,3]diazepin-6-yl)-1,3-dihydrofuro[3,4-c]pyridine-6-carboxamide